COC=1C=C(C=CC1)[C@@H](CC1=CC(CC(C1)(C)C)=O)[C@H](C1=CC=CC=C1)[N+](=O)[O-] 3-((2R,3R)-2-(3-methoxyphenyl)-3-nitro-3-phenylpropyl)-5,5-dimethylcyclohex-2-en-1-one